BrC=1C=CC(=NC1)OCCC/C=C/C1=C2CN(C(C2=CC=C1)=O)C1C(N(C(CC1)=O)COCC[Si](C)(C)C)=O (E)-3-(4-(5-((5-Bromopyridin-2-yl)oxy)pent-1-en-1-yl)-1-oxoisoindolin-2-yl)-1-((2-(trimethylsilyl)ethoxy)methyl)piperidine-2,6-dione